2-(ethoxycarbonyl)-1H-pyrrolo[3,2-b]pyridine 4-oxide C(C)OC(=O)C1=CC2=[N+](C=CC=C2N1)[O-]